COC1=C(C=CC=C1)C=CC(C=CC1=C(C=CC=C1)OC)=O 1,5-bis(2-methoxyphenyl)pentan-1,4-dien-3-one